N-((S)-1-oxo-3-((S)-2-oxopyrrolidin-3-yl)propan-2-yl)hexanamide O=C[C@H](C[C@H]1C(NCC1)=O)NC(CCCCC)=O